5-(8-((3-(trifluoromethyl)phenethyl)amino)imidazo[1,2-b]pyridazin-6-yl)pyrimidine-2,4(1H,3H)-dione FC(C=1C=C(CCNC=2C=3N(N=C(C2)C=2C(NC(NC2)=O)=O)C=CN3)C=CC1)(F)F